2-(6-{5-chloro-2-[(prop-2-yl)amino]pyrimidin-4-yl}-4-fluoro-1-oxo-2,3-dihydro-1H-isoindol-2-yl)-N-[(1S)-2-hydroxy-1-(3-methoxyphenyl)ethyl]acetamide ClC=1C(=NC(=NC1)NC(C)C)C1=CC(=C2CN(C(C2=C1)=O)CC(=O)N[C@H](CO)C1=CC(=CC=C1)OC)F